C1(=CC=C(C=C1)N1C=NC=C1)C 1-p-tolylimidazole